COC1=CC(=NC=N1)O[C@H]1C[C@@H](N(C1)CC1=CN=C(S1)NC(C)=O)C N-(5-(((2S,4S)-4-((6-methoxypyrimidin-4-yl)oxy)-2-methylpyrrolidin-1-yl)methyl)thiazol-2-yl)acetamide